Gold-copper alloyl-carbon C(C=C)(=O)[C].[Cu].[Au]